ClC1=CC=C(C=C1)C1=NC(=NC=C1)C12CC(C1)(C2)N 3-[4-(4-chlorophenyl)pyrimidin-2-yl]Bicyclo[1.1.1]Pentane-1-amine